(1R,2S,6R,7S)-4-[6-[(4-methyl-2-pyridinyl)oxy]-1,3-benzothiazol-2-yl]-4-azatricyclo[5.2.1.02,6]dec-8-ene-3,5-dione CC1=CC(=NC=C1)OC1=CC2=C(N=C(S2)N2C([C@H]3[C@H]4C=C[C@@H]([C@H]3C2=O)C4)=O)C=C1